tert-butyl [(R)-1-(4-bromophenyl)ethyl]carbamate BrC1=CC=C(C=C1)[C@@H](C)NC(OC(C)(C)C)=O